[6-(5,6,7,8-tetrahydroimidazo[1,2-a]pyridin-7-yloxy)-3-pyridinyl]methylamine N=1C=CN2C1CC(CC2)OC2=CC=C(C=N2)CN